methoxynonapropylene glycol COCC(COC(C)COC(C)COC(C)COC(C)COC(C)COC(C)COC(C)COC(C)CO)O